N1-(1H-benzoimidazol-5-yl)-1-[4-(2-cyclopropyl-1,3-thiazol-4-yl)phenyl]ethane-1,2-diamine N1C=NC2=C1C=CC(=C2)NC(CN)C2=CC=C(C=C2)C=2N=C(SC2)C2CC2